[2-(dimethylamino)ethoxy]phenol CN(CCOC1=C(C=CC=C1)O)C